FC1CCN(CC1)C(=O)C=1N=C(SC1)C(=O)NCC(C)(C)O 4-(4-fluoropiperidine-1-carbonyl)-N-(2-hydroxy-2-methylpropyl)thiazole-2-carboxamide